COC(C(C1=CN(C2=CC=CC=C12)C(=O)OC)CCC=1C=C(C=CC1)C1=CC=CC=C1)=O α-[2-(1,1'-Biphenyl-3-yl)-1-ethyl]-1-methoxycarbonyl-3-indoleacetic acid methyl ester